CC1=C(OC2=C1C=C(C=C2)S(N(C2=C(C=CC=C2)N2CCNCC2)CCC2=CC=CC=C2)(=O)=O)C(=O)O 3-Methyl-5-(N-phenethyl-N-(2-(piperazin-1-yl)phenyl)sulfamoyl)benzofuran-2-carboxylic acid